3,3-di(4-methoxyphenyl)-11-morpholino-13,13-dimethyl-3H,13H-indeno[2',3':3,4]naphtho-[1,2-b]pyran COC1=CC=C(C=C1)C1(C=CC2=C(O1)C=1C=CC=CC1C1=C2C(C2=CC(=CC=C21)N2CCOCC2)(C)C)C2=CC=C(C=C2)OC